N1C(NC2=C1C=CC=C2)=NC2=CC=CC=C2 N-(1H-benzo[d]imidazol-2(3H)-ylidene)aniline